Undec-2,4,6-triene-1-carboxylic acid C(C=CC=CC=CCCCC)C(=O)O